N-carbamoylmethanesulfonamide 2,2,2-trifluoroacetate FC(C(=O)O)(F)F.C(N)(=O)NS(=O)(=O)C